1-(tert-Butyl) 2-methyl (2S,4R)-4-((methylsulfonyl)oxy)piperidine-1,2-dicarboxylate CS(=O)(=O)O[C@H]1C[C@H](N(CC1)C(=O)OC(C)(C)C)C(=O)OC